rac-glutamic acid N[C@@H](CCC(=O)O)C(=O)O |r|